Cl.FC=1C2=C(C=NC1C1(CCC1)OC)N=C(N2)C2=CC(=CN2)C(=O)C=2C(=NC=CC2)C(F)(F)F (5-(7-fluoro-6-(1-methoxycyclobutyl)-1H-imidazo[4,5-c]pyridin-2-yl)-1H-pyrrol-3-yl)(2-(trifluoromethyl)pyridin-3-yl)methanone hydrochloride